ClC1=CC=C2C(=CNC2=C1N1N=CC(=C1)F)S(=O)(=O)Cl 6-chloro-7-(4-fluoropyrazol-1-yl)-1H-indole-3-sulfonyl chloride